CC=1C(=NC2=CC=CC=C2C1)N1CCOCC1 methyl-2-morpholinoQuinoline